C(CC)C1=NC(=NN1)CCCCCC1=NNC(=N1)CCC 3,3'-pentamethylenebis(5-propyl-1,2,4-triazole)